NC(C[SiH2]OCC)C 2-aminopropyl-ethoxysilane